2-methyl-2-oxazoline CC=1OCCN1